2-(3-methoxyphenyl)indazole COC=1C=C(C=CC1)N1N=C2C=CC=CC2=C1